O=C1NC(CCC1N1C(C2=CC=C(C=C2C1=O)N1CCC(CC1)CCCN1CCN(CC1)C1=NC=C(C(=O)NC2=CC3=C(NC(=N3)CN3[C@H](CCC3)C)C=C2)C=C1)=O)=O 6-(4-(3-(1-(2-(2,6-dioxopiperidin-3-yl)-1,3-dioxoisoindolin-5-yl)piperidin-4-yl)propyl)piperazin-1-yl)-N-(2-(((S)-2-methylpyrrolidin-1-yl)methyl)-1H-benzo[d]imidazol-5-yl)nicotinamide